C(N)(OC1CC2(C1)OC(N(C2)C2=NC1=C(OCC(N1COCC[Si](C)(C)C)=O)N=C2)=O)=O [6-oxo-7-[3-oxo-4-(2-trimethylsilylethoxymethyl)pyrazino[2,3-b][1,4]oxazin-6-yl]-5-oxa-7-azaspiro[3.4]octan-2-yl] carbamate